3,3-dimethyl-2,3-dihydro-[1,4]dioxino[2,3-b]pyridin-7-amine CC1(COC=2C(=NC=C(C2)N)O1)C